4-[5-(4-methanesulfonylphenyl)-8-oxo-6-thioxo-5,7-diazaspiro[3.4]oct-7-yl]-2-trifluoromethylbenzonitrile CS(=O)(=O)C1=CC=C(C=C1)N1C2(CCC2)C(N(C1=S)C1=CC(=C(C#N)C=C1)C(F)(F)F)=O